C(C)(C)C(C#N)(CC)C(C)C 2,2-diisopropyl-butyronitrile